1-(1-(2-hydroxyethyl)piperidin-4-yl)-3-(2-iodo-1-(2,2,2-trifluoroethyl)-1H-indol-4-yl)urea OCCN1CCC(CC1)NC(=O)NC1=C2C=C(N(C2=CC=C1)CC(F)(F)F)I